6-(4-(((4-(((tert-butyldimethylsilyl)oxy)methyl)pyridin-2-yl)methyl)amino)-2-(methylamino)-7-Toluenesulfonyl-7H-pyrrolo[2,3-d]pyrimidin-5-yl)quinolin-3-yl trifluoromethanesulfonate FC(S(=O)(=O)OC=1C=NC2=CC=C(C=C2C1)C1=CN(C=2N=C(N=C(C21)NCC2=NC=CC(=C2)CO[Si](C)(C)C(C)(C)C)NC)S(=O)(=O)CC2=CC=CC=C2)(F)F